C(#N)C1=CC=C(C=C1)C12OC3=C(C1(C(CC2C2=CC(=CC=C2)F)NC(OCC2=CC=CC=C2)=O)O)C(=CC(=C3)OC)OC Benzyl (3a-(4-cyanophenyl)-3-(3-fluorophenyl)-8b-hydroxy-6,8-dimethoxy-2,3,3a,8b-tetrahydro-1H-cyclopenta[b]benzofuran-1-yl)carbamate